CC=1OC(=CC1C(=O)NC1=NC(=NS1)CC(C)N1CCCC1)C1=CC(=CC=C1)C(F)(F)F 2-Methyl-5-(3-(trifluoromethyl)phenyl)-N-(3-(2-(pyrrolidin-1-yl)propyl)-1,2,4-thiadiazole-5-yl)furan-3-carboxamide